2-(benzo[d]oxazol-2-yl)-3,4,5,6-tetrakis(3-(tert-butyl)-9H-carbazol-9-yl)benzonitrile O1C(=NC2=C1C=CC=C2)C2=C(C#N)C(=C(C(=C2N2C1=CC=CC=C1C=1C=C(C=CC21)C(C)(C)C)N2C1=CC=CC=C1C=1C=C(C=CC21)C(C)(C)C)N2C1=CC=CC=C1C=1C=C(C=CC21)C(C)(C)C)N2C1=CC=CC=C1C=1C=C(C=CC21)C(C)(C)C